N-methyl-N-(1-(3-(6-methyl-5-oxo-5,6-dihydro-4H-1,3,4-oxadiazin-2-yl)pyrazin-2-yl)ethyl)-3,5-bis(trifluoromethyl)benzamide CN(C(C1=CC(=CC(=C1)C(F)(F)F)C(F)(F)F)=O)C(C)C1=NC=CN=C1C=1OC(C(NN1)=O)C